C(C)(=O)C1=CC(=CC2=C1S(N(CO2)[C@@H]([C@H](C)C2=C(C(=CC=C2F)C)C)C2=NNC(O2)=O)(=O)=O)Cl 5-((1S,2R)-1-(8-acetyl-6-chloro-1,1-dioxidobenzo[e][1,4,3]oxathiazin-2(3H)-yl)-2-(6-fluoro-2,3-dimethylphenyl)propyl)-1,3,4-oxadiazol-2(3H)-one